2-bromo-9-phenyl-1,10-phenanthroline BrC1=NC2=C3N=C(C=CC3=CC=C2C=C1)C1=CC=CC=C1